2-amino-5-((2-methoxy)-phenyl)-1,3,4-oxadiazole NC=1OC(=NN1)C1=C(C=CC=C1)OC